hexanediol bis[3-(3,5-di-tert-butyl-4-hydroxyphenyl)propionate] C(C)(C)(C)C=1C=C(C=C(C1O)C(C)(C)C)CCC(=O)OC(CCCCC)OC(CCC1=CC(=C(C(=C1)C(C)(C)C)O)C(C)(C)C)=O